tert-butyl (2-(benzo[d]thiazol-2-yl(methyl)amino)-2-oxoethyl)carbamate S1C(=NC2=C1C=CC=C2)N(C(CNC(OC(C)(C)C)=O)=O)C